[2-fluoro-5-[[4-[[2-(6-methyl-2-pyridyl)pyrimidin-4-yl]amino]pyrimidin-2-yl]amino]phenyl]methanol FC1=C(C=C(C=C1)NC1=NC=CC(=N1)NC1=NC(=NC=C1)C1=NC(=CC=C1)C)CO